(R)-3-(7-methyl-1H-indazol-5-yl)-2-((tert-butoxycarbonyl)amino)propanoic acid CC=1C=C(C=C2C=NNC12)C[C@H](C(=O)O)NC(=O)OC(C)(C)C